3,5-bis(trifluoromethyl)phenol cyanate [O-]C#N.FC(C=1C=C(C=C(C1)C(F)(F)F)O)(F)F